C1=CC=CC=2C3=CC=CC=C3N(C12)C1=CC=C(C=C1)C1=CC=C(C=C1)N1C2=CC=CC=C2C=2C=CC=CC12 4,4'-bis(9-Carbazolyl)Biphenyl